3-(1-Methyl-7-((1-(4,5,6,7-tetrahydro-1H-indazole-3-carbonyl)piperidin-4-yl)-oxy)-1H-indazol-3-yl)piperidine-2,6-dione CN1N=C(C2=CC=CC(=C12)OC1CCN(CC1)C(=O)C1=NNC=2CCCCC12)C1C(NC(CC1)=O)=O